O1C(NCC1)=O oxazolidine-2-one